NC1=C(C=C(C=N1)C1=NN2C(=C1)C1(CN(CC1)C(=O)NC(C)(C)C1=NC=CC=C1)OCC2)OC(F)(F)F 2-[6-amino-5-(trifluoromethoxy)pyridin-3-yl]-N-[2-(pyridin-2-yl)propan-2-yl]-6,7-dihydrospiro[pyrazolo[5,1-c][1,4]oxazine-4,3'-pyrrolidine]-1'-carboxamide